N-[1,1'-biphenyl]-4-yl-4'-(1-naphthalenyl)[1,1'-biphenyl]-4-amine C1(=CC=C(C=C1)NC1=CC=C(C=C1)C1=CC=C(C=C1)C1=CC=CC2=CC=CC=C12)C1=CC=CC=C1